ClC1=CC=C(C=C1)C(C=C)(O)C1=CC=CC=C1 1-(4-chlorophenyl)-1-phenyl-2-propenol